BrCC(=O)C1=C(N(C(=C1Cl)\C=C\CC(C)(C)C#N)C1=CC=C(C#N)C=C1)C (E)-4-(3-(2-bromoacetyl)-4-chloro-5-(4-cyano-4-methylpent-1-en-1-yl)-2-methyl-1H-pyrrol-1-yl)benzonitrile